(R)-6-CHLORO-3,4-DIHYDRO-2H-SPIRO[NAPHTHALENE-1,2'-OXIRANE] ClC=1C=C2CCC[C@@]3(OC3)C2=CC1